5-Chloro-N-((8-chloroquinoxalin-6-yl)methyl)-4-(piperazin-1-yl)pyridin-3-amine ClC=1C(=C(C=NC1)NCC=1C=C2N=CC=NC2=C(C1)Cl)N1CCNCC1